6-chloro-2-fluoro-pyridin-3-amine ClC1=CC=C(C(=N1)F)N